C12CCC(CC1)C2 (1S,4R)-bicyclo[2.2.1]heptane